Cl.CC1=C(C=C2C=NNC2=C1)C1N(CCNC1)CCC(F)(F)F 6-methyl-5-[1-(3,3,3-trifluoropropyl)piperazin-2-yl]-1H-indazole Hydrochloride